C(C1=CC=CC=C1)N1CC(C2(CC1)C(C1=CC=CC=C1C2)=O)OC 1'-benzyl-3'-methoxyspiro[indene-2,4'-piperidine]-1(3H)-one